C(C)OC(=C)C=1C(=NC=C(C1)F)CO (3-(1-ethoxyvinyl)-5-fluoropyridin-2-yl)-methanol